N1=CN=C2NC=NC2=C1C=1C(=NC=CC1)NC=1C=C(C=C(C1C)C)NC(C1=NC=CC(=C1)C(F)(F)F)=O N-(3-((3-(9H-purin-6-yl)pyridin-2-yl)amino)-4,5-dimethyl-phenyl)-4-(trifluoromethyl)picolinamide